C(C)(C)(C)C1=CN=C(O1)C(=O)NC1=C(C=C(C(=C1)C=1C=C(C=2N(C1)C=CN2)N2CCOCC2)C)F 5-(Tert-butyl)-N-(2-fluoro-4-methyl-5-(8-morpholinoimidazo[1,2-a]pyridin-6-yl)phenyl)oxazole-2-carboxamide